1-(tert-butyl) 2-methyl (2R,4R)-4-((tert-butyldimethylsilyl)oxy)-2-(2-(chloromethyl)allyl)pyrrolidine-1,2-dicarboxylate [Si](C)(C)(C(C)(C)C)O[C@@H]1C[C@@](N(C1)C(=O)OC(C)(C)C)(C(=O)OC)CC(=C)CCl